(Z)-1-acetyl-2-((7-(morpholine-4-carbonyl)quinolin-2-yl)methylene)indolin-3-one C(C)(=O)N1\C(\C(C2=CC=CC=C12)=O)=C/C1=NC2=CC(=CC=C2C=C1)C(=O)N1CCOCC1